(E)-3-(2-(2-(p-tolyl)-1,3-dithian-2-yl)vinyl)-1H-indole C1(=CC=C(C=C1)C1(SCCCS1)/C=C/C1=CNC2=CC=CC=C12)C